OC(C)(C)C1OCCN(C1)C1=CC=C(C=C1)NC1=NC=C(C2=C1C(NC2)=O)C2=CC=NC=C2 4-((4-(2-(2-hydroxypropan-2-yl)morpholino)phenyl)amino)-7-(pyridin-4-yl)-1,2-dihydro-3H-pyrrolo[3,4-c]pyridin-3-one